4-Fluoro-6-(3-fluoroazetidin-1-yl)-N-(2-methoxy-4-methylbenzene-1-sulfonyl)-1-benzofuran-2-carboxamide FC1=CC(=CC2=C1C=C(O2)C(=O)NS(=O)(=O)C2=C(C=C(C=C2)C)OC)N2CC(C2)F